2-(1-((2,3-dihydrobenzofuran-5-yl)sulfonyl)piperidin-4-yl)-1H-benzo[d]imidazole O1CCC2=C1C=CC(=C2)S(=O)(=O)N2CCC(CC2)C2=NC1=C(N2)C=CC=C1